2,6,8-triphenyl-9H-purine C1(=CC=CC=C1)C1=NC(=C2N=C(NC2=N1)C1=CC=CC=C1)C1=CC=CC=C1